(Z)-4-heptenal C(CC\C=C/CC)=O